3-[(3,4-dimethoxyphenyl)methyl]-7-methoxy-thiochromane-3,4-diol COC=1C=C(C=CC1OC)CC1(CSC2=CC(=CC=C2C1O)OC)O